4-(2-morpholinoethoxy)-2-nitro-aniline O1CCN(CC1)CCOC1=CC(=C(N)C=C1)[N+](=O)[O-]